quaterbenzene C1(=CC=CC=C1)C=1C(=CC=CC1)C=1C(=CC=CC1)C1=CC=CC=C1